C(C1=CC=CC=C1)NC(=O)C12NC(C3C(C1(N(CC2C3)CC3=CC=CC2=CC=CC=C32)CC)C)=O N-benzyl-7a-ethyl-7-methyl-1-(naphthalen-1-ylmethyl)-5-oxooctahydro-3aH-3,6-methanopyrrolo[3,2-b]pyridine-3a-carboxamide